C1(CC1)C=1C2=C(N=NC1C1=C(C=C(C(=C1)F)C(F)(F)F)O)N(C=N2)[C@H]2CN(CCC2)C 2-[4-cyclopropyl-7-[(3R)-1-methyl-3-piperidyl]imidazo[4,5-c]pyridazin-3-yl]-4-fluoro-5-(trifluoromethyl)phenol